Cl.NC1CCN(CC1)C1=NC(=C2N=CN(C2=N1)C(C)C)NCC1=C(C=CC=C1)N1N=C(C=C1)N1CCN(CC1)C(C)C 2-(4-aminopiperidin-1-yl)-9-isopropyl-N-(2-(3-(4-isopropylpiperazin-1-yl)-1H-pyrazol-1-yl)benzyl)-9H-purin-6-amine hydrochloride